tropane tetrakis(p-fluorophenyl)borate FC1=CC=C(C=C1)[B-](C1=CC=C(C=C1)F)(C1=CC=C(C=C1)F)C1=CC=C(C=C1)F.[C@H]12CCC[C@H](CC1)N2C